C(C)OC(=O)C=1C=NC2=CC(=C(N=C2C1)OC)C1OCCC1 6-methoxy-7-(oxolan-2-yl)-1,5-naphthyridine-3-carboxylic acid ethyl ester